C(CC)[GeH](CCC)CCC Tri(propyl)germanium hydride